(±)-4,4-dimethyltetrahydrofuran-3-amine CC1([C@H](COC1)N)C |r|